methyl (2R,3S)-3-(4-(hydroxymethyl)-1H-pyrazol-3-yl)-2-((((CIS)-4-phenylcyclohexyl)oxy)-methyl)piperidine-1-carboxylate OCC=1C(=NNC1)[C@@H]1[C@@H](N(CCC1)C(=O)OC)CO[C@@H]1CC[C@@H](CC1)C1=CC=CC=C1